2-Fluoro-4-(5-methyl-3-(trifluoromethyl)-1H-pyrazol-1-yl)benzonitrile FC1=C(C#N)C=CC(=C1)N1N=C(C=C1C)C(F)(F)F